2-(3-fluoroazetidin-1-yl)-5-methoxynicotinaldehyde FC1CN(C1)C1=C(C=O)C=C(C=N1)OC